[C@@H](C)(CC)OC1=NC=2N(C=C1C(=O)NC=1C=NN3C1N=CC(=C3)C)C=C(N2)C23COC(C2)(C3)CF |o1:0| rel-(R)-7-(sec-butoxy)-2-(1-(fluoromethyl)-2-oxabicyclo[2.1.1]hexan-4-yl)-N-(6-methylpyrazolo[1,5-a]pyrimidin-3-yl)imidazo[1,2-a]pyrimidine-6-carboxamide